4-hydrazino-1-(2-fluorophenyl)-6-oxo-1,6-dihydropyridazine-3-carboxylic acid methyl ester COC(=O)C1=NN(C(C=C1NN)=O)C1=C(C=CC=C1)F